O.N1=C(C=CC=C1)C1=NNC=C1C=1C(=NC=CC1)C1=CC=C(C(=O)NC2CCOCC2)C=C1 4-(3-[3-(Pyridin-2-yl)-1H-pyrazol-4-yl]-pyridin-2-yl)-N-(tetrahydro-2H-pyran-4-yl)benzamide hydrate